N1=CN=CC=C1 1,3-Diazin